[Br-].C(CCCCCCCCCCCCCCCCCCCCC)[NH+](C)C docosyldimethyl-ammonium bromide